tri-isopropylamine C(C)(C)N(C(C)C)C(C)C